ethyl 5-oxo-5,6,7,8-tetrahydronaphthalene-1-carboxylate O=C1C=2C=CC=C(C2CCC1)C(=O)OCC